FC(C(F)(F)F)C(COCC(CC)C(C(F)(F)F)F)CC 2-tetrafluoroethylbutyl ether